FC=1C=C(C(=NC1)C=1C=C(SC1CO)C(=O)OC)OCC1=CC(=CC(=C1)C(F)(F)F)F methyl 4-(5-fluoro-3-{[3-fluoro-5-(trifluoromethyl)phenyl] methoxy}pyridin-2-yl)-5-(hydroxymethyl)thiophene-2-carboxylate